C(C)C=1C=NN2C1N=C(C=C2NCC=2C=CC(N(C2)CC(C(=O)OC(C)(C)C)=C)=O)N2CCCCC2 tert-butyl 2-((5-(((3-ethyl-5-(piperidin-1-yl)pyrazolo[1,5-a]pyrimidin-7-yl)amino)methyl)-2-oxopyridin-1(2H)-yl)methyl)acrylate